C(C)(=O)C1=C(NC2=C(C=CC(=C2C1=O)Cl)Br)S(=O)CC1=CC(=CC=C1)S(F)(F)(F)(F)F 3-acetyl-8-bromo-5-chloro-2-((3-(pentafluorosulfanyl)benzyl)sulfinyl)quinolin-4(1H)-one